(6-(4-(4-cyanophenyl)piperidine-1-carbonyl)-3-methylpyridin-2-yl)-6-(isopropylamino)nicotinamide C(#N)C1=CC=C(C=C1)C1CCN(CC1)C(=O)C1=CC=C(C(=N1)C1=C(C(=O)N)C=CC(=N1)NC(C)C)C